(E)-2-((2-(2,6-dioxopiperidin-3-yl)-1,3-dioxoisoindolin-4-yl)oxy)-N-(4-(2-((4-(2-(3-methylbenzylidene)hydrazino)-6-morpholinopyrimidin-2-yl)oxy)ethyl)phenyl)acetamide O=C1NC(CCC1N1C(C2=CC=CC(=C2C1=O)OCC(=O)NC1=CC=C(C=C1)CCOC1=NC(=CC(=N1)N/N=C/C1=CC(=CC=C1)C)N1CCOCC1)=O)=O